OOC([C@H]1NCCC1)=O O-hydroxyproline